2-((2,2-dimethylbenzen-1-yl)methyl)-6-fluorobenzonitrile CC1(C(C=CC=C1)CC1=C(C#N)C(=CC=C1)F)C